Methyl 2,3-dimethyl-2H-thieno[2,3-c]pyrazole-5-carboxylate Methyl-3-methyl-1H-thieno[2,3-c]pyrazole-5-carboxylate COC(=O)C1=CC2=C(NN=C2C)S1.CN1N=C2C(=C1C)C=C(S2)C(=O)OC